NC1=CC=C(C(=C1S(=O)(=O)NCC(=O)OC)F)F methyl 2-(6-amino-2,3-difluorobenzenesulfonamido)acetate